2,6-dimethyl-4-[[4-[5-(trifluoromethyl)-1,2,4-oxadiazol-3-yl]phenyl]methyl]morpholine CC1CN(CC(O1)C)CC1=CC=C(C=C1)C1=NOC(=N1)C(F)(F)F